ClC1=[N+](C=C(C2=C1C(=CN2C)I)F)C 4-Chloro-7-fluoro-3-iodo-1,5-dimethyl-1H-pyrrolo[3,2-c]pyridin-5-ium